CC(=O)N[C@@H]1[C@H]([C@@H]([C@H](O[C@H]1OC[C@@H]2[C@@H]([C@@H]([C@H](C(O2)O)NC(=O)C)O)O)CO)O[C@H]3[C@@H]([C@H]([C@H]([C@H](O3)CO)O)O)O)O The molecule is an amino trisaccharide comprised of a linear sequence of beta-D-galactose, N-acetyl-beta-D-glucosamine and N-acetyl-D-galactosamine linked (1->4) and (1->6). It is an amino trisaccharide, a galactosamine oligosaccharide and a glucosamine oligosaccharide.